2-amino-5-sulfenyl-1,3,4-thiadiazole copper [Cu].NC1SC(N=N1)=S